Methyl 4-[1-[[4-(tert-butoxycarbonylamino)tetrahydropyran-4-carbonyl]amino]cyclopropyl]benzoate C(C)(C)(C)OC(=O)NC1(CCOCC1)C(=O)NC1(CC1)C1=CC=C(C(=O)OC)C=C1